1-(6-(7,7-dimethyl-4-(((2S)-4-methyl-1-(1,2-oxazol-3-yl)-2-pentanyl)amino)-5,6,7,8-tetrahydro-2-quinazolinyl)-2,6-diazaspiro[3.4]octan-2-yl)-2-propen-1-one CC1(CCC=2C(=NC(=NC2C1)N1CC2(CN(C2)C(C=C)=O)CC1)N[C@H](CC1=NOC=C1)CC(C)C)C